C1(CC1)C(C(F)(F)F)OC1=CC=C(C=N1)C=1N=CC=2N(C1)C(=NN2)C(F)(F)OCC 6-(6-(1-cyclopropyl-2,2,2-trifluoroethoxy)pyridin-3-yl)-3-(ethoxydifluoromethyl)-[1,2,4]triazolo[4,3-a]pyrazine